(2-amino-3-(3-((6-phenethoxypyridin-3-yl)methyl)isoxazol-5-yl)pyridin-1-ium-1-yl)methyl hydrogen phosphate P(=O)(OC[N+]1=C(C(=CC=C1)C1=CC(=NO1)CC=1C=NC(=CC1)OCCC1=CC=CC=C1)N)(O)[O-]